C[C@H]1C[C@H](CN(C1)C1=NN=NN1)N (3R,5S)-5-methyl-1-(1H-1,2,3,4-tetrazol-5-yl)piperidin-3-amine